N1(CCC(CC1)C#CC1=CC=C(C=C1)C1C(NC(CC1)=O)=O)C1CCNCC1 3-(4-([1,4'-bipiperidin]-4-ylethynyl)phenyl)piperidine-2,6-dione